(1S,4r)-4-((5-bromo-2-(((S)-2-fluorobutyl)amino)pyrimidin-4-yl)amino)cyclohexan-1-ol BrC=1C(=NC(=NC1)NC[C@H](CC)F)NC1CCC(CC1)O